[2-(5-fluoro-2-nitrobenzyl)-1,3-dioxolan-2-yl]Acetic acid methyl ester COC(CC1(OCCO1)CC1=C(C=CC(=C1)F)[N+](=O)[O-])=O